Cl.C1(CC1)CC1(CNC1)N 3-(cyclopropylmethyl)azetidin-3-amine HCl